methyl 6-(1-(tert-butoxycarbonyl)azetidin-3-yl)-4-(2-chloro-4-fluorophenyl)-2-(thiazol-2-yl)-1,4-dihydropyrimidine-5-carboxylate C(C)(C)(C)OC(=O)N1CC(C1)C1=C(C(N=C(N1)C=1SC=CN1)C1=C(C=C(C=C1)F)Cl)C(=O)OC